α,α'-DICHLOROXYLENE ClCC=1C(=CC=CC1)CCl